C1(CCC1)CN1C(N(CC12CCC(CC2)(C2=CC=CC=C2)N(C)C)CCC(=O)N2C[C@@H]([C@@H](C2)O)O)=O CIS-1-(Cyclobutyl-methyl)-3-[3-[(3S,4R)-3,4-dihydroxy-pyrrolidin-1-yl]-3-oxo-propyl]-8-dimethylamino-8-phenyl-1,3-diazaspiro[4.5]decan-2-one